F[C@@H]1C[C@@]2(CCCN2C1)COC=1N=C(C2=C(N1)C(=C(N=C2)C2=CC(=CC1=CC=C(C(=C21)C#C)F)O)F)N2[C@@H](COCC2)C 4-(2-{[(2R,7aS)-2-fluoro-hexahydro-1H-pyrrolizin-7a-yl]methoxy}-8-fluoro-4-[(3R)-3-methylmorpholin-4-yl]pyrido[4,3-d]pyrimidin-7-yl)-5-ethynyl-6-fluoronaphthalen-2-ol